1-((4S,5R)-5-ethynyl-4-hydroxy-5-(hydroxymethyl)tetrahydrofuran-2-yl)-5-methoxypyrimidine-2,4(1H,3H)-dione C(#C)[C@]1([C@H](CC(O1)N1C(NC(C(=C1)OC)=O)=O)O)CO